ClC1=CC(=C(C=N1)C1=NC=C(C=C1)S(=O)(=O)C)F 6'-Chloro-4'-fluoro-5-(methylsulfonyl)-2,3'-bipyridine